3-((4-cyclobutoxy-3-fluorophenyl)carbamoyl)benzofuran-6-carboxylic acid ethyl ester C(C)OC(=O)C1=CC2=C(C(=CO2)C(NC2=CC(=C(C=C2)OC2CCC2)F)=O)C=C1